(S)-4-(7-bromo-6,8-difluoro-2-(((2R,7aS)-2-fluorohexahydro-1H-pyrrolizin-7a-yl)methoxy)quinazolin-4-yl)-6-methyl-1,4-oxazepan-6-ol BrC1=C(C=C2C(=NC(=NC2=C1F)OC[C@]12CCCN2C[C@@H](C1)F)N1CCOC[C@](C1)(O)C)F